C(C)(=O)N[C@@H]1CC[C@H](CC1)C(=O)N(C[C@@H]1CC[C@H](CC1)C1=CC(=C(C=C1)OC)C)C1=NC=CC(=C1)C=1N=C(OC1)C1CC1 trans-4-Acetamido-N-(4-(2-cyclopropyloxazol-4-yl)pyridine-2-yl)-N-((trans-4-(4-methoxy-3-methylphenyl)cyclohexyl)methyl)cyclohexanecarboxamide